2-Chloro-4-((R)-8-(4-(4-((1-(3-(((R)-2,6-dioxopiperidin-3-yl)amino)phenyl)piperidin-4-yl)methyl)piperazine-1-carbonyl)phenyl)-3-methyl-2,8-diazaspiro[4.5]decan-2-yl)benzonitrile ClC1=C(C#N)C=CC(=C1)N1CC2(C[C@H]1C)CCN(CC2)C2=CC=C(C=C2)C(=O)N2CCN(CC2)CC2CCN(CC2)C2=CC(=CC=C2)N[C@H]2C(NC(CC2)=O)=O